5-(1H-imidazol-1-yl)-2-(3-((E)-((1R,5S)-1-methyl-8-azabicyclo[3.2.1]octan-3-ylidene)methyl)-1,2,4-triazin-6-yl)phenol N1(C=NC=C1)C=1C=CC(=C(C1)O)C1=CN=C(N=N1)/C=C\1/C[C@]2(CC[C@@H](C1)N2)C